2-methyl trans-3-(fluoromethyl)pyrrolidine-1,2-dicarboxylate FC[C@H]1[C@@H](N(CC1)C(=O)[O-])C(=O)OC